5-(3-(((methyl-d3)sulfonyl)ethynyl)phenoxy)-1H-1,2,3-triazole-4-carboxylic acid C(S(=O)(=O)C#CC=1C=C(OC2=C(N=NN2)C(=O)O)C=CC1)([2H])([2H])[2H]